[Fe].[Ca].[Si] silicon-calcium iron